C1(=CC=CC=C1)CCNC1=CC2=C(C(OC2)=O)C=C1 5-[(2-phenylethyl)amino]-2-benzofuran-1(3H)-one